O=C(CC#N)[C@@]12C(OC[C@H]2C1)=O 3-oxo-3-[(1R,5S)-2-oxo-3-oxabicyclo[3.1.0]hexan-1-yl]propanenitrile